(2s,4s)-8-(5-chloro-3-fluoropyridin-2-yl)-2-hydroxy-5-(4-methyl-benzyl)-5,8-diazaspiro-[3.5]nonane-6,9-dione ClC=1C=C(C(=NC1)N1CC(N(C2(CC(C2)O)C1=O)CC1=CC=C(C=C1)C)=O)F